5-isopropoxy-1H-indole C(C)(C)OC=1C=C2C=CNC2=CC1